CC1=NC(=CC(=N1)N1N=CC2=CC=C(C=C12)[C@@]1(CC12CC2)C#N)N2CCN(CC2)C2(COC2)C (S)-1-(1-(2-methyl-6-(4-(3-methyloxetan-3-yl)piperazin-1-yl)pyrimidin-4-yl)-1H-indazol-6-yl)spiro[2.2]pentane-1-carbonitrile